CCCCC/C=C\CCCCCCCC(=O)OC[C@H](COP(=O)(O)OC[C@H](CO)O)OC(=O)CCCCCCC/C=C\C/C=C\C/C=C\CC 1-(9Z-pentadecenoyl)-2-(9Z,12Z,15Z-octadecatrienoyl)-glycero-3-phospho-(1'-sn-glycerol)